4-(5-methoxy-1H-indol-6-yl)-6-methylnicotinic acid COC=1C=C2C=CNC2=CC1C1=CC(=NC=C1C(=O)O)C